FC1(CC(C1)OC1=NC(=CC(=N1)N1CC2(C=3C=NC(=CC31)NC(C)=O)CC2)C)F N-(1'-(2-(3,3-difluorocyclobutoxy)-6-methylpyrimidin-4-yl)-1',2'-dihydrospiro[cyclopropane-1,3'-pyrrolo[3,2-c]pyridin]-6'-yl)acetamide